(S)-(5-oxo-tetrahydrofuran-2-yl) methyl-4-methylbenzenesulfonate CC1=C(C=CC(=C1)C)S(=O)(=O)O[C@@H]1OC(CC1)=O